1-(3-methoxypropyl)-3-(trifluoromethyl)-1H-pyrazol-4-amine COCCCN1N=C(C(=C1)N)C(F)(F)F